CC(CN1CC2(C1)CC(C2)NC(=O)N2[C@@H](CN(C[C@@H]2C)C2=NC=C(C=N2)C(F)(F)F)C)(C)C (2R,6S)-N-[2-(2,2-dimethylpropyl)-2-azaspiro[3.3]heptan-6-yl]-2,6-dimethyl-4-[5-(trifluoromethyl)pyrimidin-2-yl]piperazine-1-carboxamide